1-(2-Methoxyethyl)-3-methyl-4-(3-(1-methyl-1H-pyrazol-4-yl)-1H-pyrazolo[4,3-d]pyrimidin-5-yl)piperazin-2-one COCCN1C(C(N(CC1)C=1N=CC2=C(N1)C(=NN2)C=2C=NN(C2)C)C)=O